2,4-dichloro-[1,6]naphthyridin ClC1=NC2=CC=NC=C2C(=C1)Cl